BrC(C(=O)C1=CC2=C(OCCN2)C=C1)Br 2,2-dibromo-1-(3,4-dihydro-2H-benzo[b][1,4]oxazin-6-yl)ethan-1-one